BrC1=NC(=NN1CC1=CC=C(C=C1)C=C)C1=CC=CC=C1 5-bromo-3-phenyl-1-(4-vinylbenzyl)-1H-1,2,4-triazole